[K+].[Mg+2].[Si]([O-])([O-])([O-])[O-].[Ca+2] calcium silicate magnesium potassium